(1s,3s)-3-((6-(thiazol-5-yl)isoquinolin-5-yl)oxy)cyclobutane-1-carboxylic acid S1C=NC=C1C=1C(=C2C=CN=CC2=CC1)OC1CC(C1)C(=O)O